C1(CC1)N1N=CC(=C1)C(=O)NC cyclopropyl-N-methyl-1H-pyrazole-4-carboxamide